ClC1=C(C=CC(=C1O)O)C1=NOC(=C1)C(=O)N\N=C\[C@]1([C@@H](N2C(C[C@H]2S1(=O)=O)=O)C(=O)O)C (2s,3R,5R)-3-((e)-(2-(3-(2-chloro-3,4-dihydroxyphenyl)isoxazole-5-carbonyl)hydrazono)methyl)-3-methyl-7-oxo-4-thia-1-azabicyclo[3.2.0]heptane-2-carboxylic acid 4,4-dioxide